3,4-dibromobutanol BrC(CCO)CBr